O1C(CCCC1)N1N=CC(=C1)C1=NC2=CC=C(C=C2N=C1)O (1-(tetrahydro-2H-pyran-2-yl)-1H-pyrazol-4-yl)quinoxalin-6-ol